OC1=C(C(=O)C2=C(C=C(C=C2)OCCCC)O)C=CC(=C1)OC 2,2'-dihydroxy-4-methoxy-4'-butoxybenzophenone